ClC=1C=C2C(=CN(C2=CC1)CC1CC1)C1CNC1 3-[5-Chloro-1-(cyclopropylmethyl)indol-3-yl]azetidine